OC(CCCCCCCCCC(=O)OCCC(CCCC)CCCC)CCCCCCCCCC(=O)OCCCCCCC 1-(3-butylheptyl) 21-heptyl 11-hydroxyhenicosanedioate